(2r,4S)-N-((S)-(3-chloro-2,6-difluorophenyl)(cyclopentyl)methyl)-7-methyl-6-oxo-5,7-diazaspiro[3.5]nonane-2-carboxamide ClC=1C(=C(C(=CC1)F)[C@@H](NC(=O)C1CC2(C1)NC(N(CC2)C)=O)C2CCCC2)F